(R)-1-((4-amino-3-fluorophenyl) amino)-1-oxobutan-2-yl p-toluenesulfonate CC1=CC=C(C=C1)S(=O)(=O)O[C@@H](C(=O)NC1=CC(=C(C=C1)N)F)CC